1,4-phenylenedimaleimide C1(=CC=C(C=C1)C=1C(=O)NC(C1)=O)C=1C(=O)NC(C1)=O